N12CCN(C(CC1)CC2)C(=O)N2N=C(C1=C2OCC[C@H]1C)C1=CC=C(C=C1)F |r| R and S-(1,4-diazabicyclo[3.2.2]nonan-4-yl)(3-(4-fluorophenyl)-4-methyl-5,6-dihydropyrano[2,3-c]pyrazol-1(4H)-yl)methanone